P(=O)(O)(O)O.C(C(O)(C1=CC=CC=C1)C1=CC=CC=C1)(=O)O benzilic acid phosphate